6-((7S,8aS)-7-(3-([1,2,4]triazolo[1,5-a]pyridin-5-yl)propyl)-6-oxohexahydropyrrolo[1,2-a]pyrazin-2(1H)-yl)nicotinonitrile N=1C=NN2C1C=CC=C2CCC[C@H]2C[C@@H]1N(CCN(C1)C1=NC=C(C#N)C=C1)C2=O